1,3,3-tri-methylcyclohexane CC1CC(CCC1)(C)C